IC=1C=CC(=NC1)N[C@@H]1C[C@H](CC1)NC=1N=NC(=CN1)C(=O)NC1COC1 3-(((1S,3S)-3-((5-iodopyridin-2-yl)amino)cyclopentyl)amino)-N-(oxetan-3-yl)-1,2,4-triazine-6-carboxamide